C(C1=CC=CC=C1)OC=1C=C2C3=C(NC2=CC1)C=NC(=C3COC)C(=O)NC 6-benzyloxy-4-(methoxymethyl)-N-methyl-9H-pyrido[3,4-b]indole-3-carboxamide